ClC=1C=C(C=CC1)[C@H]1OP(OCC1)(OC1=CC=C(C=C1)[N+](=O)[O-])=O (4S)-4-(3-chlorophenyl)-2-(4-nitrophenoxy)-1,3,2-dioxaphosphorinane 2-oxide